2-chloro-N-(1-(3-chlorophenyl)cyclopropyl)-6-(3,5-Dimethylisoxazol-4-yl)quinazolin-4-amine ClC1=NC2=CC=C(C=C2C(=N1)NC1(CC1)C1=CC(=CC=C1)Cl)C=1C(=NOC1C)C